tetramethylbis(trifluoropropyl)disilazaneN CC(C([Si](=N[SiH3])CCC(F)(F)F)(C)C)(C(F)(F)F)C